CC=1N=C2N(N=C(C=C2C)C=2C=C(C=3N(C2)N=C(N3)C(=O)O)F)C1 6-(2,8-dimethylimidazo[1,2-b]pyridazin-6-yl)-8-fluoro-[1,2,4]triazolo[1,5-a]pyridine-2-carboxylic acid